OC1(CC1)C1=CC(=CC=2N1N=C(C2)C)C(=O)O 7-(1-hydroxycyclopropyl)-2-methylpyrazolo[1,5-a]pyridine-5-carboxylic acid